ClC1=C(C=CC(=C1)Cl)OC(OC1=C(C=C(C=C1)Cl)Cl)=O carbonic acid di(2,4-dichlorophenyl) ester